N1=C(N=CC=C1)C1C(OC=C1)=O pyrimidyl-furanone